6-(2,6-dimethylmorpholinyl)-2-methyl-N-(6-(5-(2-methylpyridin-4-ylamino)-1H-benzo[d]imidazol-2-yl)pyridin-3-yl)quinolin-4-amine CC1CN(CC(O1)C)C=1C=C2C(=CC(=NC2=CC1)C)NC=1C=NC(=CC1)C1=NC2=C(N1)C=CC(=C2)NC2=CC(=NC=C2)C